tert-butyl (+-)-4-(((cis)-4-((tert-butyldiphenylsilyl) oxy)-2-(4-(methoxycarbonyl) phenyl) piperidin-1-yl) methyl)-5-methoxy-7-methyl-1H-indole-1-carboxylate [Si](C1=CC=CC=C1)(C1=CC=CC=C1)(C(C)(C)C)O[C@@H]1C[C@@H](N(CC1)CC1=C2C=CN(C2=C(C=C1OC)C)C(=O)OC(C)(C)C)C1=CC=C(C=C1)C(=O)OC |r|